[Mg].[Na].[Na] disodium magnesium salt